COC1=CC(=NC(=C1C(=O)OCC)NCC1=CC=C(C=C1)OC)C ethyl 4-methoxy-2-((4-methoxybenzyl)amino)-6-methylnicotinate